2,6-Diethylhexyl naphthalenedicarboxylate C=1(C(=CC=C2C=CC=CC12)C(=O)[O-])C(=O)OCC(CCCCCC)CC